C1CCC=2C1=CC=1CCCCC1C2 2,3,5,6,7,8-hexahydro-1H-cyclopenta[b]naphthalene